C1CC([C@@]12CNCC2)C(C)(C)N(C)C 2-[(4R)-6-azaspiro[3.4]octan-3-yl]-N,N-dimethyl-propan-2-amine